lithium Quinolate [Li+].C1=CC=C2C(=C1)C=CC(=N2)C(=O)[O-]